CNC1=NC2=C(N1)C=CC=C2 N-methyl-1H-benzo[d]imidazol-2-amine